ClC1=CC(=C(C=C1)N1C(N2[C@@H](CN(CC2)C=2C(=NC(=CC2)C=2C(=NC=CC2)OCC)C(=O)NCC2(CC2)O)C1)=O)C(F)(F)F 3-[(8aS)-2-[4-chloro-2-(trifluoromethyl)phenyl]-3-oxo-5,6,8,8a-tetrahydro-1H-imidazo[1,5-a]pyrazin-7-yl]-6-(2-ethoxypyridin-3-yl)-N-[(1-hydroxycyclopropyl)methyl]pyridine-2-carboxamide